(S)-3-((S)-sec-butyl)-N-hydroxy-2-oxo-1,2,3,5-tetrahydro-4H-benzo[e][1,4]Diazepine-4-carboxamidine [C@H](C)(CC)[C@@H]1N(CC2=C(NC1=O)C=CC=C2)C(=N)NO